O1CCC2=C1C=CC(=C2)CC[Mg]Br 2-(2,3-dihydrobenzofuran-5-yl)ethylmagnesium bromide